C1(CC1)C1=CC(=CC(=C1)C1CC1)C1CC1 1,3,5-Tricyclopropylbenzene